(-)-histidine N[C@@H](CC1=CNC=N1)C(=O)O